C(C)OC(C(CC(C)C)N1C(C(=CC=C1)Br)=O)=O.ClC1=CC(=C(C=C1)C1=NC(=NC2=NC(=C(N=C12)C)C)N1CC(OCC1)C=1C=NN(C1)C)F 4-[4-(4-chloro-2-fluoro-phenyl)-6,7-dimethyl-pteridin-2-yl]-2-(1-methylpyrazol-4-yl)morpholine ethyl-2-(3-bromo-2-oxopyridin-1(2H)-yl)-4-methylpentanoate